(R)-N'-((3,3-dimethyl-1,2,3,5,6,7-hexahydrodicyclopenta[b,e]pyridin-8-yl)carbamoyl)-2-(2-hydroxypropan-2-yl)-4-(methoxymethyl)thiazole-5-sulfonimidamide CC1(CCC=2C1=NC1=C(C2NC(=O)N=[S@](=O)(N)C2=C(N=C(S2)C(C)(C)O)COC)CCC1)C